C(C)OCCOCCCCCN 5-(2-ethoxyethoxy)pentan-1-amine